3-(2-(diisopropylamino) ethyl)-1H-indol-4-yl butyrate C(CCC)(=O)OC1=C2C(=CNC2=CC=C1)CCN(C(C)C)C(C)C